NC(C(F)(F)F)C1CCN(CC1)C1=CC2=C(CC(O2)(C)C)C=C1NC(=O)C=1C=NN2C1N=CC=C2 N-[6-[4-(1-amino-2,2,2-trifluoro-ethyl)-1-piperidyl]-2,2-dimethyl-3H-benzofuran-5-yl]pyrazolo[1,5-a]pyrimidine-3-carboxamide